methyl (2S)-2-(benzyloxy)propionate C(C1=CC=CC=C1)O[C@H](C(=O)OC)C